6-cyclopropyl-8-(6-methoxy-2-azaspiro[3.3]heptan-2-yl)-N-(1-(methylsulfonyl)piperidin-4-yl)pyrido[3,4-d]pyrimidin-2-amine C1(CC1)C1=CC2=C(N=C(N=C2)NC2CCN(CC2)S(=O)(=O)C)C(=N1)N1CC2(C1)CC(C2)OC